FC(CN1CCC(CC1)(C)OC(NC(C)(C)C)=O)(F)F (1-(trifluoroethyl)-4-methylpiperidin-4-yl)tert-butylcarbamate